N-{4-[3-(2-Chlorophenyl)-5-methyl-4-oxo-4,5-dihydro-1H-pyrrolo[3,2-c]pyridin-2-yl]pyridin-2-yl}-2-(4-fluorophenyl)propanamid ClC1=C(C=CC=C1)C1=C(NC2=C1C(N(C=C2)C)=O)C2=CC(=NC=C2)NC(C(C)C2=CC=C(C=C2)F)=O